C(CC(CCCCCCCC(CO)O)O)O 1,3,11,12-dodecanetetrol